C(C)(C)(C)OC(=O)N1CCC(CC1)C(=O)NN.CN1CCN(CC1)CCNC(=O)C=1C=CNC1C1=CC=CC=C1 N-(2-(4-methylpiperazin-1-yl)ethyl)-5-phenyl-Azole-4-carboxamide tert-butyl-4-(hydrazinecarbonyl)piperidine-1-carboxylate